ClC1=C(C=NN1C)S(=O)(=O)N1CCC(CC1)C=1C(=CC=2N(C1)N=CC2)C 6-(1-((5-chloro-1-methyl-1H-pyrazol-4-yl)sulfonyl)piperidin-4-yl)-5-methylpyrazolo[1,5-a]pyridine